5,10,15,20-tetra(4-sulfonylphenyl)porphyrin iron [Fe].S(=O)(=O)=C1CC=C(C=C1)C=1C2=CC=C(N2)C(=C2C=CC(C(=C3C=CC(=C(C=4C=CC1N4)C4=CCC(C=C4)=S(=O)=O)N3)C3=CCC(C=C3)=S(=O)=O)=N2)C2=CCC(C=C2)=S(=O)=O